ClC1=C(C(=CC=C1)Cl)N1COC2=C(C1=O)C=NC(=N2)NC=2C=C1CCNC(C1=CC2)(C)C 3-(2,6-dichlorophenyl)-7-(1,1-dimethyl-1,2,3,4-tetrahydroisoquinolin-6-ylamino)-2H-pyrimido[5,4-e][1,3]oxazin-4(3H)-one